C(#N)C=1C2=C(SC1NC(OC(C)(C)C)=O)C(=CC=C2B2OCC(CO2)(C)C)F tert-butyl (3-cyano-4-(5,5-dimethyl-1,3,2-dioxaborinan-2-yl)-7-fluoro benzo[b]thiophen-2-yl)carbamate